C(C)(C)(C)OC(=O)N1C(C2=C(C(=CC=C2CC1)C(\C=C\C1=C(C=C(C=C1)Cl)F)=O)O)C (E)-7-(3-(4-chloro-2-fluorophenyl)acryloyl)-8-hydroxy-1-methyl-3,4-dihydroisoquinoline-2(1H)-carboxylic acid tert-butyl ester